CN1CC(C1)(C)C(C=1C=C(C=NC1)C1=NOC(=N1)C1CCN(CC1)C(C)=O)(O)C1=CC=C(C=C1)C(CC)CC 1-{4-[3-(5-{(1,3-Dimethyl-azetidin-3-yl)-[4-(1-ethyl-propyl)-phenyl]-hydroxy-methyl}-pyridin-3-yl)-[1,2,4]oxadiazol-5-yl]-piperidin-1-yl}-ethanone